ClC=1C=C(C(=O)NC2=NC=C(N=C2)C2=NC=CC=C2)C=CC1F 3-chloro-4-fluoro-N-(5-(pyridin-2-yl)pyrazin-2-yl)benzamide